tert-Butyl (3R)-3-[3-(2-chloro-6-methyl-4-pyridyl)-2-(3-cyanophenyl)pyrazolo[1,5-a]pyrimidin-5-yl]oxypiperidine-1-carboxylate ClC1=NC(=CC(=C1)C=1C(=NN2C1N=C(C=C2)O[C@H]2CN(CCC2)C(=O)OC(C)(C)C)C2=CC(=CC=C2)C#N)C